4-cyclopropyl-7-(trimethylstannyl)-3,4-dihydrothieno[2,3-f][1,4]thiazepin-5(2H)-one 1,1-dioxide C1(CC1)N1CCS(C2=C(C1=O)SC(=C2)[Sn](C)(C)C)(=O)=O